CNC1=NC=C(C=2C1=NC=CN2)C(C)NC(=O)N (1-(5-(methylamino)pyrido[3,4-b]pyrazin-8-yl)ethyl)urea